CC1=CC=C(C=C1)OC(=O)CC(C)C p-cresyl isovalerate